C(C)OC(=O)[C@H]1C2CCC([C@@H]1NS(=O)(=O)C(C)(C)C)CC2 (2S,3S)-3-(S-tert-butylsulfonamido)-bicyclo[2.2.2]octane-2-carboxylic acid ethyl ester